2-methoxy-5-((4-(7-methyl-[1,2,4]triazolo[1,5-a]pyridin-6-yl)piperidin-1-yl)sulfonyl)thiazole COC=1SC(=CN1)S(=O)(=O)N1CCC(CC1)C=1C(=CC=2N(C1)N=CN2)C